2-amino-2-(5-fluoropyridin-3-yl)acetonitrile NC(C#N)C=1C=NC=C(C1)F